ClC=1C(=C(C(=CC1)C(F)F)C1=NC=NC(=C1)OC)F 4-(3-chloro-6-(difluoromethyl)-2-fluorophenyl)-6-methoxypyrimidine